(R)-N-((R)-5-cyano-2,3-dihydro-1H-inden-1-yl)-2-methylpropan-2-sulfinamide C(#N)C=1C=C2CC[C@H](C2=CC1)N[S@](=O)C(C)(C)C